tert-butyl (2R,6S)-4-[4-fluoro-3-[(8-fluoro-2-methyl-imidazo[1,2-a]pyridin-6-yl)amino]-1H-indazol-6-yl]-2,6-dimethyl-piperazine-1-carboxylate FC1=C2C(=NNC2=CC(=C1)N1C[C@H](N([C@H](C1)C)C(=O)OC(C)(C)C)C)NC=1C=C(C=2N(C1)C=C(N2)C)F